tert-butyl (S)-4-(4-(4-((2-((2-methylpyrrolidin-1-yl)methyl)-1H-benzo[d]imidazol-5-yl)carbamoyl)phenyl)-1H-pyrazol-1-yl)piperidine-1-carboxylate C[C@@H]1N(CCC1)CC1=NC2=C(N1)C=CC(=C2)NC(=O)C2=CC=C(C=C2)C=2C=NN(C2)C2CCN(CC2)C(=O)OC(C)(C)C